5-(((3s,4r)-4-(2,6-difluoro-4-methoxyphenyl)-2-oxopyrrolidin-3-yl)amino)-1,3,4-oxadiazole-2-carboxylic acid ethyl ester C(C)OC(=O)C=1OC(=NN1)N[C@@H]1C(NC[C@H]1C1=C(C=C(C=C1F)OC)F)=O